COC1=C(C=CC(=C1)OC)CNCC1=C(C=C(C=C1)OC)OC 1-(2,4-dimethoxyphenyl)-N-[(2,4-dimethoxyphenyl)methyl]methanamine